2-(4-Methyl-[1,4]diazepan-1-yl)-1,7,11b-triaza-benzo[c]fluorene-6-carboxylic acid (2-hydroxy-1-methyl-ethyl)-amide OCC(C)NC(=O)C1=CC2=C(N3C=4C=CC=CC4N=C13)N=C(C=C2)N2CCN(CCC2)C